C(C)(=O)NC=1C=C(C(N(C1C)C1=CC(=CC=C1)C(F)(F)F)=O)C(=O)NCC1=CC=C(C=C1)S(=O)(=O)C 5-(acetylamino)-6-methyl-N-[4-(methylsulfonyl)benzyl]-2-oxo-1-[3-(trifluoromethyl)phenyl]-1,2-dihydropyridine-3-carboxamide